C(#N)[C@H](C[C@H]1C(NCC1)=O)NC([C@H](CC(C)(C)C)NC(=O)C1=CC2=C(N1)C=CS2)=O N-[(2S)-1-({(1S)-1-cyano-2-[(3S)-2-oxopyrrolidin-3-yl]ethyl}amino)-4,4-dimethyl-1-oxopentan-2-yl]-4H-thieno[3,2-b]pyrrole-5-carboxamide